CN1CCN(CC1)C1=CC=C(C=C1)NC=1N=CC2=C(N1)N=C(C=C2C#C[Si](C(C)C)(C(C)C)C(C)C)NC(OC2CCCC2)=O cyclopentyl (2-((4-(4-methylpiperazin-1-yl)phenyl)amino)-5-((triisopropylsilyl)ethynyl)pyrido[2,3-d]pyrimidin-7-yl)carbamate